OCCNC1C(CCCC1)C1CCCCC1 2'-[(2-hydroxyethyl)-amino]bicyclohexyl